C(C=C)(=O)N1[C@H](CN(CC1)C1=NC(=NC=2CC3(CCC12)C=C(C1=C(C=CC=C13)Cl)C(F)(F)F)OC[C@H]1N(CCC1)C)CC#N 2-((2S)-1-acryloyl-4-(4-chloro-2'-(((S)-1-methylpyrrolidin-2-yl)methoxy)-3-(trifluoromethyl)-5',8'-dihydro-6'H-spiro[indene-1,7'-quinazolin]-4'-yl)piperazin-2-yl)acetonitrile